C(C1=CC=CC=C1)NCCC=C N-benzylbut-3-en-1-amine